tert-butyl (4R)-2-cyano-4-methyl-6,7-dihydro-4H-pyrazolo[1,5-a]pyrazine-5-carboxylate C(#N)C1=NN2C([C@H](N(CC2)C(=O)OC(C)(C)C)C)=C1